3-(4-Chloro-phenyl)-adamantane-1-carboxylic acid (pyridin-4-ylmethyl)-amide N1=CC=C(C=C1)CNC(=O)C12CC3(CC(CC(C1)C3)C2)C2=CC=C(C=C2)Cl